(1,4-dioxo-1,4-dihydroanthracen-2-yl)carbamic acid tert-butyl ester C(C)(C)(C)OC(NC=1C(C2=CC3=CC=CC=C3C=C2C(C1)=O)=O)=O